C1(=CC=CC=C1)C=1N=C(OC1C1=CC=CC=C1)CCC(=O)NCC 3-(4,5-diphenyloxazol-2-yl)-N-ethylpropanamide